2-((3-(4-(5-(2,3-Dihydro-1H-inden-4-yl)-6-methoxy-1H-pyrazolo[4,3-b]pyridin-3-yl)-1H-pyrazol-1-yl)azetidin-1-yl)sulfonyl)ethan C1CCC2=C(C=CC=C12)C1=C(C=C2C(=N1)C(=NN2)C=2C=NN(C2)C2CN(C2)S(=O)(=O)CC)OC